7-(5-(1-Ethyl-3,5-dimethyl-1H-pyrazol-4-yl)pyridin-3-yl)-1H-imidazo[4,5-b]pyridine C(C)N1N=C(C(=C1C)C=1C=C(C=NC1)C1=C2C(=NC=C1)N=CN2)C